(7-amino-3,6-dinitro-5-oxo-4,5-dihydropyrazolo[1,5-a]pyrimidin-2-yl)ammonium nitrate [N+](=O)([O-])[O-].NC1=C(C(NC=2N1N=C(C2[N+](=O)[O-])[NH3+])=O)[N+](=O)[O-]